C1(CC1)C1=NC=NC(=C1C1=NC=CC(=N1)OCC1=C(C=C(C(=C1)F)C=1N(C=C(N1)C(F)(F)F)C)OC)OC 4-cyclopropyl-5-[4-[[5-fluoro-2-methoxy-4-[1-methyl-4-(trifluoromethyl)imidazol-2-yl]phenyl]methoxy]pyrimidin-2-yl]-6-methoxy-pyrimidine